O=C1N(CC2=CC(=CC=C12)C1=NC=CC(=C1)CN1CC(C1)C=1C=NC=CC1)C1C(NC(CC1)=O)=O 3-(1-oxo-5-(4-((3-(pyridin-3-yl)azetidin-1-yl)methyl)pyridin-2-yl)isoindolin-2-yl)piperidine-2,6-dione